C(=O)C=1C(=NC=CC1)C(=O)O 3-FORMYLPICOLINIC ACID